tert-butyl (S)-3-((3',4'-difluoro-5-(methoxycarbonyl)-[1,1'-biphenyl]-2-yl)oxy)pyrrolidine-1-carboxylate FC=1C=C(C=CC1F)C1=C(C=CC(=C1)C(=O)OC)O[C@@H]1CN(CC1)C(=O)OC(C)(C)C